NC=1C=CC2=C(COC(N2CCC)=O)C1 6-amino-1-propyl-1,4-dihydro-2H-3,1-benzoxazine-2-one